CN(C1=C(C(=NC=2N1C=CN2)C)CC2=CC=C(C=C2)[S@](=O)(C)=N)C (R)-(4-((5-(dimethylamino)-7-methylimidazo[1,2-a]pyrimidin-6-yl)methyl)phenyl)(imino)(methyl)-λ6-sulfanone